(Z)-2-amino-5-hydroxy-2-methyl-octadecan-3-one oxime NC(C)(\C(\CC(CCCCCCCCCCCCC)O)=N/O)C